(3E)-3-hexenyl-magnesium iodide C(C\C=C\CC)[Mg]I